C(=O)O.ClC=1N=C(N2C1C(=CC(=C2)S(=O)(=O)NC2(CC2)C)N2CCNCCC2)C=2SC(=NN2)C(F)F 1-chloro-8-(1,4-diazepan-1-yl)-3-(5-(difluoromethyl)-1,3,4-thiadiazol-2-yl)-N-(1-methylcyclopropyl)imidazo[1,5-a]pyridine-6-sulfonamide formate